O=C1NC(CCC1C1=NN(C2=CC(=CC=C12)N1C[C@@H](CC1)CN1[C@H](CN(CC1)C(=O)OC(C)(C)C)C)C)=O tert-butyl (3S)-4-(((3S)-1-(3-(2,6-dioxopiperidin-3-yl)-1-methyl-1H-indazol-6-yl)pyrrolidin-3-yl)methyl)-3-methylpiperazine-1-carboxylate